C(=C)P(OCCCC)(OCCCCCCCCOP(OCCCC)(=O)C=C)=O Dibutyl octane-1,8-diyl bis(vinylphosphonate)